3-(trifluoromethoxy)pyrrolidine hydrochloride Cl.FC(OC1CNCC1)(F)F